ClC=1C=C(C=CC1)N1N=C(C=C1/C=C/C(=O)NC1=CC=CC=2NC(NC21)=O)C(C)C (E)-3-(1-(3-Chlorophenyl)-3-isopropyl-1H-pyrazol-5-yl)-N-(2-oxo-2,3-dihydro-1H-benzo[d]imidazol-4-yl)acrylamid